C1(CCCCC1)C(C(=O)NC1CCCCC1)N1C(=NC2=C1C=C(C(=C2)F)F)C2=NC=CC=C2 2,N-dicyclohexyl-2-(5,6-difluoro-2-pyridin-2-yl-benzimidazol-1-yl)-acetamide